O=C(CNC(=O)C1=NOC(=C1)C1=CC=CC=C1)N1CCC(CC1)NC1=C(C=CC=C1)C(F)(F)F 5-Phenyl-isoxazole-3-carboxylic acid {2-oxo-2-[4-(2-trifluoromethyl-phenylamino)-piperidin-1-yl]-ethyl}-amide